COC(=O)C1=C(SC=C1)NC1=NC(=NC=C1Cl)NC1=CC=C(C=C1)N1CCOCC1 2-[5-chloro-2-(4-morpholin-4-ylphenylamino)-pyrimidin-4-ylamino]-thiophene-3-carboxylic acid methyl ester